ClC1=CC=C(CN2C3(CN(C3)C3=CC(=NC=C3)C(=O)NC)C(N(CC2=O)C(C)C)=O)C=C1 4-(5-(4-chlorobenzyl)-8-isopropyl-6,9-dioxo-2,5,8-triazaspiro-[3.5]nonan-2-yl)-N-methylpicolinamide